C(N)(OC1=CC=C(C=C1)SC)=O 4-methylthiophenyl carbamate